NC=1C(=NC(=C(N1)C=1OC=CN1)C=1C=CC=2N(C1)C(=CN2)C)C(=O)NC[C@@H]2NCCC2 (R)-3-amino-6-(3-methylimidazo[1,2-a]pyridin-6-yl)-5-(oxazol-2-yl)-N-(pyrrolidin-2-ylmethyl)pyrazine-2-carboxamide